5-(3,4-dimethoxyphenylethyl)-2-methoxyphenyl 2,2-dichloroacetate ClC(C(=O)OC1=C(C=CC(=C1)CCC1=CC(=C(C=C1)OC)OC)OC)Cl